C(C)(C)NCCC=O 3-(isopropylamino)propan-1-one